C(CCC)OC1=NC=CC2=C(C=CC=C12)O 1-(butoxy)-5-hydroxyisoquinoline